tert-butyl (S)-(5-oxopentan-2-yl)carbamate O=CCC[C@H](C)NC(OC(C)(C)C)=O